C(C)OC(=O)C1(C(C2=C(OC3=C2C=C(C=C3)OC)C1)C1=CC=CC=C1)C(=O)OCC 7-methoxy-1-phenyl-1,3-dihydro-2H-cyclopenta[b]benzofuran-2,2-dicarboxylic acid diethyl ester